di-n-butyl 1-pentenylphosphonate C(=CCCC)P(OCCCC)(OCCCC)=O